C(#N)C=1C(=C2C(=NC1)NC=C2)NC2=C(N=C1N2CCCC1)C#N ((5-cyano-1H-pyrrolo[2,3-b]pyridin-4-yl)amino)-5,6,7,8-tetrahydroimidazo[1,2-a]pyridine-2-carbonitrile